N-(pyridin-2-ylmethyl)-2-(pyrrolidin-3-yl)-1,3-thiazole-4-carboxamide dihydrochloride Cl.Cl.N1=C(C=CC=C1)CNC(=O)C=1N=C(SC1)C1CNCC1